palmitoleyl triacontanoate C(CCCCCCCCCCCCCCCCCCCCCCCCCCCCC)(=O)OCCCCCCCC\C=C/CCCCCC